N1[C@@](CCCCN)(C(=O)O)CCCCCCCCCCCCCC1 tetradecanolysine